C12N(CCNC2C1)C=1C=CC(=NC1)C(=O)NC 5-(2,5-diazabicyclo[4.1.0]heptan-2-yl)-N-methylpyridine-2-carboxamide